ClC=1C(=NC(=NC1)N1CCC(CC1)C1CN(CCC1)CCC(=O)O)N[C@H](C)C1=C(C=C(C=C1)Cl)Cl 3-(1'-(5-chloro-4-(((R)-1-(2,4-dichlorophenyl)ethyl)amino)pyrimidin-2-yl)-[3,4'-bipiperidin]-1-yl)propanoic acid